N-(1-(5-chloro-7-fluoro-6-(3-hydroxy-1-naphthalen-yl)-2,1-benzothiazol-3-yl)-3-(hydroxymethyl)-3-azetidinyl)-2-propenamide ClC=1C(=C(C=2C(=C(SN2)N2CC(C2)(CO)NC(C=C)=O)C1)F)C1=CC(=CC2=CC=CC=C12)O